IC1=COC2=C(C=C(C=C2C1=O)CNCC1(CCC1)O)C 3-iodo-6-((((1-hydroxycyclobutyl)methyl)amino)methyl)-8-methyl-4H-chromen-4-one